N-(3-Chloro-4-fluorophenyl)-4-(5-oxooctahydropentalen-2-yl)thiazole-5-carboxamide ClC=1C=C(C=CC1F)NC(=O)C1=C(N=CS1)C1CC2CC(CC2C1)=O